C1(CCCCC1)N1N=C(C2=CC=CC=C2C1=O)C=1C=C(C=CC1)C(C(=O)N)(C)C 2-(3-(3-Cyclohexyl-4-oxo-3,4-dihydrophthalazin-1-yl)phenyl)-2-methylpropanamide